tert-Butyl 4-{[3-methoxy-17-oxoestra-1,3,5(10)-trien-2-yl]carbonyl}piperazine-1-carboxylate COC1=CC=2CC[C@H]3[C@@H]4CCC([C@@]4(C)CC[C@@H]3C2C=C1C(=O)N1CCN(CC1)C(=O)OC(C)(C)C)=O